tert-Butylcumylperoxid C(C)(C)(C)OOC(C)(C)C1=CC=CC=C1